COC=1C=C2C(CC(NC2=CC1)(C#N)C)=C(C#N)C#N 6-methoxy-4-dicyanomethylene-2-methylquinolinenitrile